(rac)-(4R or S,5'R or S)-6-Chloro-5-fluoro-5'-hydroxyspiro[benzo[d][1,3]oxazine-4,3'-piperidin]-2(1H)-one ClC1=C(C2=C(NC(O[C@@]23CNC[C@@H](C3)O)=O)C=C1)F |r|